CC(CCCCCCCCCCCCCCC(=O)[O-])C mono-16-methylheptadecanoate